Nonaene C=CCCCCCCC